N-[4-(3-Cyanophenyl)-5-(4-methylquinazolin-6-yl)thiazol-2-yl]-4-(2-hydroxyethyl)piperazine-1-carboxamide C(#N)C=1C=C(C=CC1)C=1N=C(SC1C=1C=C2C(=NC=NC2=CC1)C)NC(=O)N1CCN(CC1)CCO